5-bromo-3-(4-chlorophenyl)-imidazo[4,5-b]pyridine BrC1=CC=C2C(=N1)N(C=N2)C2=CC=C(C=C2)Cl